CC1C(CCC1)N1C[C@H]([C@@H](CC1)NC(=O)C1=NOC(=N1)C1=C(C=C(C=C1)F)F)C(=O)O |r| rac-(3R,4R)-1-(2-methyl-cyclopentyl)-4-{[5-(2,4-difluoro-phenyl)-[1,2,4]oxadiazole-3-carbonyl]-amino}-piperidine-3-carboxylic acid